C1(=CC=CC=C1)C=1C=CC(=C2C3=C(OC21)C=2C=CC=CC2C=C3)O 10-Phenylnaphtho[1,2-b]benzofuran-7-ol